((2e,6e)-3,7-dimethylnona-2,6-dienyl)cyclopentanol C\C(=C/CC1(CCCC1)O)\CC\C=C(\CC)/C